ClC=1C=C(CNC(C(C)(C)C2=C(C=NC=C2F)F)=O)C=C(C1C1C(NC(CC1)=O)=O)Cl N-(3,5-dichloro-4-(2,6-dioxopiperidin-3-yl)benzyl)-2-(3,5-difluoropyridin-4-yl)-2-methylpropanamide